(R)-2-(4-cyano-3-fluoro-2,6-diisopropylphenyl)-N-(5-(2-hydroxypropan-2-yl)thiazol-2-ylsulfonimidoyl)acetamide C(#N)C1=C(C(=C(C(=C1)C(C)C)CC(=O)N[S@](=O)(=N)C=1SC(=CN1)C(C)(C)O)C(C)C)F